(E)-3-(4-chlorophenyl)-1-(2-hydroxy-4,5-dimethoxyphenyl)prop-2-en ClC1=CC=C(C=C1)/C=C/CC1=C(C=C(C(=C1)OC)OC)O